5-(2,6-difluorophenyl)-1,6-dihydrobenzo[d]pyrazolo[3,4-f][1,3]diazepin FC1=C(C(=CC=C1)F)C1=NC2=C(C3=C(N1)C=CC=C3)NN=C2